CC=1C=CC(=C(C1)C=1C(=C(C(=CC1O)CCCCC)C=1C=NNC1)O)C(=C)C 5'-methyl-4-pentyl-2'-(prop-1-en-2-yl)-3-(1H-pyrazol-4-yl)-[1,1'-biphenyl]-2,6-diol